OC1=C(C(=CC(=C1C)C)C)C1=C(C=CC2=CC=CC=C12)C#N (S)-1-(2-hydroxy-3,4,6-trimethylphenyl)-2-naphthonitrile